5-(3-((1H-pyrazol-4-yl)ethynyl)-2-fluoro-6-hydroxyphenyl)-1,2,5-thiadiazolidin-3-one 1,1-dioxide N1N=CC(=C1)C#CC=1C(=C(C(=CC1)O)N1CC(NS1(=O)=O)=O)F